[4-(2-Pyridinylcarbamoyl)phenyl]boronic acid N1=C(C=CC=C1)NC(=O)C1=CC=C(C=C1)B(O)O